2-[5-Fluoro-2-(methoxymethoxy)phenyl]2-[6-[4-(1-methyl-4-piperidyl)phenyl]-1-oxo-isoindolin-2-yl]acetic acid FC=1C=CC(=C(C1)C(C(=O)O)N1C(C2=CC(=CC=C2C1)C1=CC=C(C=C1)C1CCN(CC1)C)=O)OCOC